CN1N=CC2=C1CN(C2)C(=O)N 1-methyl-4,6-dihydropyrrolo[3,4-c]pyrazole-5-carboxamide